[Mn].[Mg].[Ni].[Co].[Fe] iron cobalt nickel magnesium manganese